C(#C)C=1C=NC=C(C1)N1N=CC=C1 3-ethynyl-5-(1H-pyrazol-1-yl)pyridine